{[3-(dodecanoylamino)-propyl](dimethyl)ammonio}methanesulfonate C(CCCCCCCCCCC)(=O)NCCC[N+](C)(C)CS(=O)(=O)[O-]